CC1=CC(=NC(=C1)N[C@@H]1CNCCC1)NC=1SC(=CN1)C=1OC(=NN1)C1=CC=CC=C1 (S)-4-methyl-N2-(5-(5-phenyl-1,3,4-oxadiazol-2-yl)thiazol-2-yl)-N6-(piperidin-3-yl)pyridine-2,6-diamine